FC1=C(C=C2C=C(N=CC2=C1)NC(OCCC1C2CNCC12)=O)C1=C(C2=C(OCCN2)N=C1)C 2-(3-Azabicyclo[3.1.0]hexan-6-yl)ethyl (7-fluoro-6-(8-methyl-2,3-dihydro-1H-pyrido[2,3-b][1,4]oxazin-7-yl)isoquinolin-3-yl)carbamate